O=C1NC(CCC1C1=CC(=C(C=C1)N1CCC(CC1)N(C([O-])=O)C)F)=O 1-[4-(2,6-dioxopiperidin-3-yl)-2-fluorophenyl]piperidin-4-yl-N-methylcarbamate